C(CCCCC)OC(=O)N1CC=CC1 3-pyrroline-1-carboxylic acid hexyl ester